C1(CC1)C(=O)N1CCC2=CC(=CC=C12)C=1N=C(SC1C)NC(CC1=CC(=CC=C1)OCCC(CCNC=1C=C2C(N(C(C2=CC1)=O)C1C(NC(CC1)=O)=O)=O)C)=O N-(4-(1-(cyclopropanecarbonyl)indolin-5-yl)-5-methylthiazol-2-yl)-2-(3-((5-((2-(2,6-dioxopiperidin-3-yl)-1,3-dioxoisoindolin-5-yl)amino)-3-methylpentyl)oxy)phenyl)acetamide